3-cyclopropyl-N6-(cyclopropylmethyl)-N8-(pyridin-2-ylmethyl)-[1,2,4]triazolo[4,3-b]pyridazine-6,8-diamine C1(CC1)C1=NN=C2N1N=C(C=C2NCC2=NC=CC=C2)NCC2CC2